N[C@]1(CN(CCC1)C=1C=NC(=CC1CN1C2=NC=NC(=C2N=C1)N)C1=CC(=CC=C1)F)CC(=O)O (S)-2-(3-amino-1-(4-((6-amino-9H-purin-9-yl)methyl)-6-(3-fluorophenyl)pyridin-3-yl)piperidin-3-yl)acetic acid